C(C)OC(CCCCC)=O.[Sn+4] tin (IV) ethylhexanoate